NC1=C(C=C(C=N1)C=1C=C2C(=NC=NC2=CC1)NC(C)C1=CC=CC=C1)S(=O)(=O)C 6-(6-amino-5-(methylsulfonyl)-pyridin-3-yl)-N-(1-phenylethyl)-quinazolin-4-amine